anthracene-5(1H)-one C1C=CC=C2C=C3C(C=CC=C3C=C12)=O